[P+2].P(=O)([O-])([O-])[O-].[NH4+] monoammonium phosphate phosphorus